N1=CC=C(C=C1)C=1N=C(C2=C(N1)C=NC=C2)N2CCC1(CCN(C1)CCNC(C)=O)CC2 N-(2-(8-(2-(pyridin-4-yl)pyrido[3,4-d]pyrimidin-4-yl)-2,8-diazaspiro[4.5]decan-2-yl)ethyl)acetamide